N-(6-(3-(1-amino-3,3-difluorocyclobutyl)-1H-1,2,4-triazol-1-yl)-5-fluoropyridin-3-yl)-2-(2-fluoro-3-(trifluoromethyl)phenyl)acetamide NC1(CC(C1)(F)F)C1=NN(C=N1)C1=C(C=C(C=N1)NC(CC1=C(C(=CC=C1)C(F)(F)F)F)=O)F